C1=C(C=CC=2SC3=C(C21)C=CC=C3)N 2-dibenzothiopheneamine